FC(C1=CC=C(C=C1)N1CC(CC2=CC=CC=C12)CC=CNS(=O)=O)(F)F N-((1-(4-(trifluoromethyl)phenyl)-1,2,3,4-tetrahydroquinolin-3-yl)methyl)vinylsulfonamide